diphenoxybutyl-phosphine bromide [Br-].O(C1=CC=CC=C1)C(CCCP)OC1=CC=CC=C1